CC1=C(C=C(C=C1)NC(C1=NC=CC(=C1)C(F)(F)F)=O)C1=CC2=C(N=C(N=C2)NC2=NN(C=C2)C)N2C1=NCC2 N-(4-methyl-3-(2-((1-methyl-1H-pyrazol-3-yl)amino)-8,9-dihydroimidazo[1',2':1,6]pyrido[2,3-d]pyrimidin-6-yl)phenyl)-4-(trifluoromethyl)picolinamide